(1R,4r)-4-((R)-1-(((R)-4-(((R)-2-((1S,5S)-9-azabicyclo[3.3.1]nonan-9-yl)-1-phenylethyl)amino)-6-phenyl-5,6,7,8-tetrahydroquinazolin-2-yl)amino)propyl)cyclohexane-1-carboxylic acid C12CCCC(CCC1)N2C[C@@H](C2=CC=CC=C2)NC2=NC(=NC=1CC[C@H](CC21)C2=CC=CC=C2)N[C@H](CC)C2CCC(CC2)C(=O)O